3-((3,5-dichloro-4-((6-chloro-5-isopropylpyridazin-3-yl)oxy)phenyl)amino)butanoic acid ClC=1C=C(C=C(C1OC=1N=NC(=C(C1)C(C)C)Cl)Cl)NC(CC(=O)O)C